FC(CCCCCCCCCCCP(O)(O)=O)(C(C(C(C(C(C(F)(F)F)(F)F)(F)F)(F)F)(F)F)(F)F)F (12,12,13,13,14,14,15,15,16,16,17,17,18,18,18-pentadecafluoro-octadecyl)-phosphonic acid